((2R,3S,4R,5R)-5-(4-aminopyrrolo[2,1-f][1,2,4]triazin-7-yl)-5-cyano-3,4-dihydroxytetrahydrofuran-2-yl)methyl 2-ethylbutanoate C(C)C(C(=O)OC[C@H]1O[C@@]([C@@H]([C@@H]1O)O)(C#N)C1=CC=C2C(=NC=NN21)N)CC